(4-(3-Hydroxythietane-3-yl)phenyl)(4-(4-(trifluoromethyl)phenyl)piperidin-1-yl)methanone OC1(CSC1)C1=CC=C(C=C1)C(=O)N1CCC(CC1)C1=CC=C(C=C1)C(F)(F)F